5-(1H-indazol-1-yl)phenol N1(N=CC2=CC=CC=C12)C=1C=CC=C(C1)O